C1=CC=C2C=C(C=CC2=C1)NC3=CC4=CC=CC=C4C=C3 2,2-dinaphthylamine